C(CCCCCCCC(=O)[O-])(=O)OCCCCC(C)C isoheptyl azelate